tri(2,2,2-trifluoroethyl) borate B(OCC(F)(F)F)(OCC(F)(F)F)OCC(F)(F)F